BrC1=C(OC2=C1C=CC=C2)C=O 3-BROMO-BENZOFURAN-2-CARBALDEHYDE